BrC=1C(=C(C=CC1)N1N=C(N=C1[C@H](C)NC)C)F (S)-1-(1-(3-bromo-2-fluorophenyl)-3-methyl-1H-1,2,4-triazol-5-yl)-N-methylethan-1-amine